C1OCC12CC(C2)N2N=C(C=C2C(F)(F)F)NC=2N(C=1C(=NC=C(C1Cl)OC=1C=NN3C1C=NC(=C3)NC)N2)C N-(1-(2-oxaspiro[3.3]heptan-6-yl)-5-(trifluoromethyl)-1H-pyrazol-3-yl)-7-chloro-1-methyl-6-((6-(methylamino)pyrazolo[1,5-a]pyrazin-3-yl)oxy)-1H-imidazo[4,5-b]pyridin-2-amine